((4aR,8aS)-1-(4-Fluorophenyl)-6-((2-isopropyl-2H-1,2,3-triazol-4-yl)sulfonyl)-4,4a,5,6,7,8,8a,9-octahydro-1H-pyrazolo[3,4-g]isochinolin-4a-yl)(thiazol-2-yl)methanon FC1=CC=C(C=C1)N1N=CC2=C1C[C@@H]1CCN(C[C@]1(C2)C(=O)C=2SC=CN2)S(=O)(=O)C2=NN(N=C2)C(C)C